1-dimethylaminopropan-2-ol 4-acetamidobenzoate salt C(C)(=O)NC1=CC=C(C(=O)O)C=C1.CN(CC(C)O)C